COC1=NC=CC=C1NC=1N=CC2=C(N1)N1C(C(=C2)C=2C=C(C=CC2C)NC(=O)C2=NC=CC(=C2)C(F)(F)F)=NCC1 N-(3-(2-((2-methoxypyridin-3-yl)amino)-8,9-dihydroimidazo[1',2':1,6]pyrido[2,3-d]pyrimidin-6-yl)-4-methylphenyl)-4-(trifluoromethyl)pyridineamide